ClC1=CC=C2C(=N1)CN(C2)CCN(C)C 2-chloro-6-(2-(dimethylamino)ethyl)-6,7-dihydro-5H-pyrrolo[3,4-b]pyridin